ClC1=CC(=NC=N1)NCC=1N=C2N(C=C(C=C2NC)C2CC2)C1 2-(((6-chloropyrimidin-4-yl)amino)methyl)-6-cyclopropyl-N-methylimidazo[1,2-a]pyridin-8-amine